7,8-diamino-4H-chromen-4-one NC1=CC=C2C(C=COC2=C1N)=O